C(C)OC=1C=C(C=CC1OC1=CC=CC=C1)N1C(N(C(NC1=O)=O)C1=CC=CC=C1)=O 1-(3-ethoxy-4-phenoxyphenyl)-3-phenyl-1,3,5-triazinane-2,4,6-trione